1-((dodecyloxy)methyl)-1H-benzo[d][1,2,3]triazole C(CCCCCCCCCCC)OCN1N=NC2=C1C=CC=C2